2-((1-(6-Cyclopropyl-2-(2-methyl-2H-indazol-5-yl)-4-oxo-4H-chromen-8-yl)ethyl)amino)benzoic acid C1(CC1)C=1C=C2C(C=C(OC2=C(C1)C(C)NC1=C(C(=O)O)C=CC=C1)C1=CC2=CN(N=C2C=C1)C)=O